meta-methyl-piperidine CC1CNCCC1